hydroxypropyl-D-glucopyranose OCCCC1(O)[C@H](O)[C@@H](O)[C@H](O)[C@H](O1)CO